NC1CCN(CC1)C(C)=O 1-(4-amino-piperidin-1-yl)ethan-1-one